CN1CCC(CC1)NC1=C2C=CN(C2=CC(=C1)C=1SC(=CN1)CNC(=O)C=1C=NN(C1)C(C)(C)C)CC(F)(F)F N-({2-[4-(1-methyl-4-piperidylamino)-1-(2,2,2-trifluoroethyl)-6-indolyl]-1,3-thiazol-5-yl}methyl)-1-(tert-butyl)-4-pyrazolecarboxamide